CC1(OC(=CC(O1)=O)CC1CC[C@H](N1C(=O)OC(C)(C)C)C(=O)OC)C 1-(tert-butyl) 2-methyl (2S)-5-((2,2-dimethyl-4-oxo-4H-1,3-dioxin-6-yl)methyl)pyrrolidine-1,2-dicarboxylate